COC([C@@H](NC([C@H](CC1CCCCC1)NC(=O)OCC1=CC(=CC=C1)Cl)=O)CCC(N(C)CCOCC)=O)=O Methyl-N2-((S)-2-((((3-chlorobenzyl)oxy)carbonyl)amino)-3-cyclohexylpropanoyl)-N5-(2-ethoxyethyl)-N5-methyl-L-glutaminate